1,3-dihydrodispiro[indene-2,3'-cyclohexane-1',2''-[1,3]dioxolan]-4'-one O1C2(OCC1)CC1(C(CC2)=O)CC2=CC=CC=C2C1